COC(=O)C1CC2(C1)CC(C2)C(NC2COCC2)=O 6-((tetrahydrofuran-3-yl)carbamoyl)spiro[3.3]heptane-2-carboxylic acid methyl ester